NC=1C=C(C=O)C=C(N1)C(F)(F)F 2-AMINO-6-(TRIFLUOROMETHYL)ISONICOTINALDEHYDE